NC1CCC(CC1)[C@H](CC)NC=1C=C(C=CC1C(F)(F)F)C1=NNC(O1)=O 5-[3-({(1S)-1-[(1r,4S)-4-aminocyclohexyl]propyl}amino)-4-(trifluoromethyl)phenyl]-1,3,4-oxadiazol-2(3H)-one